FC(COC1=NN(C(=C1)C(=O)NC1=CC(=NN1)[C@@H]1C[C@H]([C@H](C1)N(C([O-])=O)C12CC(C1)C2)OC)C)F |r| rac-(1S,2R,4S)-4-(5-(3-(2,2-difluoroethoxy)-1-methyl-1H-pyrazole-5-carboxamido)-1H-pyrazol-3-yl)-2-methoxycyclopentylbicyclo[1.1.1]pentan-1-ylcarbamate